C(CSCCC(=O)O)C(=O)O 3,3-thiodipropionic acid